tert-butyl (S)-(1'-(5-(((6-chloropyridin-2-yl)methyl)thio)pyrazin-2-yl)-1,3-dihydrospiro[indene-2,4'-piperidin]-1-yl)carbamate ClC1=CC=CC(=N1)CSC=1N=CC(=NC1)N1CCC2(CC1)[C@@H](C1=CC=CC=C1C2)NC(OC(C)(C)C)=O